6-(6-methoxy-5-{[3-(oxan-2-yloxy)propyl]carbamoyl}-pyridin-3-yl)-N-methyl-1H-indazole-3-carboxamide COC1=C(C=C(C=N1)C1=CC=C2C(=NNC2=C1)C(=O)NC)C(NCCCOC1OCCCC1)=O